racemic-3-methyl-5-(((5-methyl-1,1-dioxidoisothiazolidin-5-yl)methyl)amino)-8-(4-(trifluoromethyl)phenyl)pyrido[4,3-d]pyrimidin-4(3H)-one CN1C=NC2=C(C1=O)C(=NC=C2C2=CC=C(C=C2)C(F)(F)F)NC[C@]2(CCNS2(=O)=O)C |r|